CN(C1C(CCCC1)N)C N,N-dimethylcyclohexane-1,2-diamine